2-tert-butoxycarbonyl-7-hydroxy-2-aza-7-spiro[3.5]nonanecarboxylic acid C(C)(C)(C)OC(=O)N1CC2(C1)CCC(CC2)(C(=O)O)O